N1(CCC2CN(CCC21)C(=O)OCC2=CC=CC=C2)C(=O)OC(C)(C)C O5-benzyl O1-tert-butyl 3,3a,4,6,7,7a-hexahydro-2H-pyrrolo[3,2-c]pyridine-1,5-dicarboxylate